BrC1=CC=C(CNCC)C=C1 N-(4-bromobenzyl)ethylamine